3-(N-(4-chloro-2-(5-chlorothiophen-2-yl)-5-cyanophenyl)sulfamoyl)-4-cyclopropylbenzoic Acid ClC1=CC(=C(C=C1C#N)NS(=O)(=O)C=1C=C(C(=O)O)C=CC1C1CC1)C=1SC(=CC1)Cl